FC(C(=O)O)(F)F.FC(C1=CC=CC(=N1)NC(=O)C=1C=CC=2N(C1)C=CN2)(F)F N-(6-(trifluoromethyl)pyridin-2-yl)imidazo[1,2-a]Pyridine-6-carboxamide trifluoroacetate salt